6-bromo-3-(methoxymethyl)quinoline n-butyl(acrylate) C(CCC)OC(C=C)=O.BrC=1C=C2C=C(C=NC2=CC1)COC